(oxan-4-yl)benzenesulfonamide O1CCC(CC1)C1=C(C=CC=C1)S(=O)(=O)N